1-Carbomethoxy-4-methoxy-isonipecotic acid C(=O)(OC)N1CCC(C(=O)O)(CC1)OC